2-bromo-6-(methylthio)iodobenzene BrC1=C(C(=CC=C1)SC)I